C(C)(=O)OC1=CC=C(C=2C(C3=C(OC4=C(CN3C3=CC(=CC=C3)C(N)=O)C=CC=C4)C(C12)=O)=O)OC(C)=O 12-(3-carbamoylphenyl)-6,11-dioxo-6,11,12,13-tetrahydrobenzo[f]naphtho[2,3-b][1,4]oxazepine-7,10-diyl diacetate